(1R,3R,4R)-2-((3-chlorophenyl)-D-leucyl)-N-((S)-1-cyano-2-((S)-2-oxopyrrolidin-3-yl)ethyl)-5,5-difluoro-2-azabicyclo[2.2.2]octane-3-carboxamide ClC=1C=C(C=CC1)N[C@H](CC(C)C)C(=O)N1[C@H]2CC([C@@H]([C@@H]1C(=O)N[C@@H](C[C@H]1C(NCC1)=O)C#N)CC2)(F)F